benzyl (2R)-2-hydroxy-3-[4-(trifluoromethyl)phenyl]propanoate O[C@@H](C(=O)OCC1=CC=CC=C1)CC1=CC=C(C=C1)C(F)(F)F